butyl (1R,5S)-3-(8-fluoro-2-((2-fluorotetrahydro-1H-pyrrolizin-7a(5H)-yl)methoxy)-7-(2-isopropylphenyl)pyrido[4,3-d]pyrimidin-4-yl)-3,8-diazabicyclo[3.2.1]octane-8-carboxylate FC1=C(N=CC2=C1N=C(N=C2N2C[C@H]1CC[C@@H](C2)N1C(=O)OCCCC)OCC12CCCN2CC(C1)F)C1=C(C=CC=C1)C(C)C